ClC=1C=CC2=C(CCC=3C(=NC=CC3)C2C2CCN(CC2)C(CC2CCN(CC2)C(=O)N)=O)C1 4-(2-(4-(8-chloro-6,11-dihydro-5H-benzo[5,6]cyclohepta[1,2-b]pyridin-11-yl)piperidin-1-yl)-2-oxoethyl)piperidine-1-carboxamide